ethylene glycol divaccenate C(CCCCCCCCC\C=C\CCCCCC)(=O)OCCOC(CCCCCCCCC\C=C\CCCCCC)=O